N-(3-chloro-5-fluorophenyl)-N-{4-[2-(2-chlorophenyl)acetamido]pyridin-2-yl}acetamide ClC=1C=C(C=C(C1)F)N(C(C)=O)C1=NC=CC(=C1)NC(CC1=C(C=CC=C1)Cl)=O